C(#N)C1=CC(=C(COC2=CC=CC(=N2)C2=CC(=C(CC3=NC4=C(N3[C@@H]3COC[C@@H]3C3CC3)C=C(C=C4)C(=O)O)C=C2F)F)C=C1)F 2-(4-(6-((4-cyano-2-fluorobenzyl)oxy)pyridin-2-yl)-2,5-difluorobenzyl)-1-((3S,4R)-4-cyclopropyltetrahydrofuran-3-yl)-1H-benzo[d]imidazole-6-carboxylic acid